1-((1R,4r)-4-((2R,4aS,6S,8aR)-6-heptyl-decalin-2-yl)cyclohexyl)ethane C(CCCCCC)[C@@H]1C[C@@H]2CC[C@H](C[C@H]2CC1)C1CCC(CC1)CC